FC1([C@@H]2[C@H](N([C@H](C1)CC2)C(=O)C=2NC1=CC=CC(=C1C2)OC)C(=O)N[C@@H](/C=C\2/C(OCC2)=O)C[C@H]2C(NCC2)=O)F (1S,3S,4S)-5,5-difluoro-2-(4-methoxy-1H-indole-2-carbonyl)-N-((R,E)-1-(2-oxodihydrofuran-3(2H)-ylidene)-3-((S)-2-oxopyrrolidin-3-yl)propan-2-yl)-2-azabicyclo[2.2.2]octane-3-carboxamide